CN(C(=O)N1CC2=CC(=CC=C2CC1)C(=O)N1CC2=CC=CC=C2C[C@H]1C)C1=CC=CC=C1 N-methyl-7-[(3R)-3-methyl-1,2,3,4-tetrahydroisoquinoline-2-carbonyl]-N-phenyl-1,2,3,4-tetrahydroisoquinoline-2-carboxamide